tert-butyl 4-[[4-[8-chloro-7-(2-methylimidazo[1,2-a]pyridin-7-yl)oxy-quinoxalin-2-yl]pyrazol-1-yl]methyl]piperidine-1-carboxylate ClC=1C(=CC=C2N=CC(=NC12)C=1C=NN(C1)CC1CCN(CC1)C(=O)OC(C)(C)C)OC1=CC=2N(C=C1)C=C(N2)C